(1-ethoxy-1-oxobutan-2-yl)triphenyl-phosphonium bromide [Br-].C(C)OC(C(CC)[P+](C1=CC=CC=C1)(C1=CC=CC=C1)C1=CC=CC=C1)=O